(5-amino-2-((3-fluoropyridin-2-yl)methyl)-8-(pyrimidin-4-yl)-[1,2,4]triazolo[1,5-c]pyrimidin-7-yl)benzonitrile NC1=NC(=C(C=2N1N=C(N2)CC2=NC=CC=C2F)C2=NC=NC=C2)C2=C(C#N)C=CC=C2